CN(NCC1=NC=C(C=C1)C(F)(F)F)C1=NC=CC=N1 2-(1-methyl-2-((5-(trifluoromethyl)pyridin-2-yl)methyl)hydrazineyl)pyrimidine